CC1(OB(OC1(C)C)C1=CCC2(CCN(CC2)C(=O)OC(C)(C)C)CC1)C tert-Butyl 9-(4,4,5,5-tetramethyl-1,3,2-dioxaborolan-2-yl)-3-azaspiro[5.5]undec-8-ene-3-carboxylate